N1C(NCC2=C1C=CN=C2)=O dihydropyrido[4,3-d]pyrimidin-2(1H)-one